N-cyclopentyl-4-{[(1S)-2-hydroxy-1-phenylethyl]amino}-2-{[3-methyl-4-(methylsulfonyl)phenyl]amino}pyrimidine-5-carboxamide C1(CCCC1)NC(=O)C=1C(=NC(=NC1)NC1=CC(=C(C=C1)S(=O)(=O)C)C)N[C@H](CO)C1=CC=CC=C1